OC1=CC=C(C=C1)C1(C(NC2=C(C=CC=C12)C(F)(F)F)=O)C=1C=CC2=C(N=C(O2)C)C1 3-(4-hydroxyphenyl)-3-(2-methylbenzoxazol-5-yl)-7-(trifluoromethyl)indol-2-one